(2-((7-bromo-6-chloro-8-fluoroquinazolin-4-yl)amino)ethyl)carbamic acid tert-butyl ester C(C)(C)(C)OC(NCCNC1=NC=NC2=C(C(=C(C=C12)Cl)Br)F)=O